6-chloro-1-((1-fluorocyclopropyl)methyl)-1H-indazol-5-amine ClC1=C(C=C2C=NN(C2=C1)CC1(CC1)F)N